1-[4-(2,3-Dimethylphenyl)piperazin-1-yl]-2-{3-[4-(hydroxymethyl)piperidin-1-carbonyl]-5,6-dihydrocyclopenta[c]pyrazol-1(4H)-yl}ethan-1-on CC1=C(C=CC=C1C)N1CCN(CC1)C(CN1N=C(C2=C1CCC2)C(=O)N2CCC(CC2)CO)=O